COC1=CC=C(C=C1)N1C(CC(C=C1)=O)C1=CC=C(C=C1)C(C)C 1-(4-methoxyphenyl)-2-(4-isopropylphenyl)-2,3-dihydropyridin-4-one